3-pyridinesulfonyl fluoride N1=CC(=CC=C1)S(=O)(=O)F